C1(CCC1)C(=O)ON[P@](=O)(OC1=CC=CC=C1)OC[C@H]1O[C@@]([C@@H]([C@@H]1O)O)(C#N)C1=CC=C2C(=NC=NN21)N (((R)-(((2R,3S,4R,5R)-5-(4-aminopyrrolo[2,1-f][1,2,4]triazin-7-yl)-5-cyano-3,4-dihydroxytetrahydrofuran-2-yl) methoxy) (phenoxy) phosphoryl) amino) cyclobutane-1-carboxylate